N-hexyl-N'-decyl-urea C(CCCCC)NC(=O)NCCCCCCCCCC